fluorochromium trihydrochloride Cl.Cl.Cl.F[Cr]